(rac)-cis-1-benzyl-2-cyclopropylpiperidine-4-carbohydrazide C(C1=CC=CC=C1)N1[C@H](C[C@H](CC1)C(=O)NN)C1CC1 |r|